FC(C(=O)O)(F)F.O=C1NC(CCC1N1C(C2=CC=CC(=C2C1)NCCCCCN)=O)=O 5-{[2-(2,6-dioxopiperidin-3-yl)-1-oxoisoindolin-4-yl]amino}pentan-1-amine trifluoroacetate